N1(CCCC2=CC=CC=C12)C(=O)ON=CC1=C(C=CC=C1)F 2-fluorobenzaldehyde O-(1,2,3,4-tetrahydroquinoline-1-carbonyl) oxime